2-((5-bromo-2-ethylfuro[2,3-b]pyridin-3-yl)(methyl)amino)-4-(4-fluorophenyl)thiazole-5-carbonitrile BrC=1C=C2C(=NC1)OC(=C2N(C=2SC(=C(N2)C2=CC=C(C=C2)F)C#N)C)CC